C(C)(C)C=1C(=CC(=NC1)\C=C\C1=CC=CC=C1)OC=1C(=NC(=NC1)N)N (E)-5-((5-isopropyl-2-styryl-pyridin-4-yl)oxy)pyrimidine-2,4-diamine